C(C)SC=1OC2=C(C=C(C=C2C(C1)=O)C)C(C)NC1=C(C(=O)OC(C)(C)C)C=CC=C1 tert-butyl 2-[1-(2-ethylsulfanyl-6-methyl-4-oxo-chromen-8-yl) ethylamino]benzoate